(E)-1-(2-carboxyethyl)-4-(2-(5-(4-(diphenylamino)phenyl)thiophen-2-yl)vinyl)quinolin-1-ium C(=O)(O)CC[N+]1=CC=C(C2=CC=CC=C12)\C=C\C=1SC(=CC1)C1=CC=C(C=C1)N(C1=CC=CC=C1)C1=CC=CC=C1